C[C@@H]1CN(CC[C@@H]1NC1=NN2C=NC(=C(C2=N1)OCC(F)(F)F)C=1C=NNC1)S(=O)(=O)C N-((3R,4S)-3-Methyl-1-(methylsulfonyl)piperidin-4-yl)-7-(1H-pyrazol-4-yl)-8-(2,2,2-trifluoroethoxy)-[1,2,4]triazolo[1,5-c]pyrimidin-2-amine